ClC1=CC(=C(C=C1)CCOC1=CC=CC(=N1)C=1CCN(CC1)CC1=NC2=C(N1C[C@H]1OCC1)C=C(C=C2)C(=O)OC)F methyl 2-((6-((4-chloro-2-fluorophenyl) ethoxy)-3',6'-dihydro-[2,4'-bipyridine]-1'(2'H)-yl) methyl)-1-((S)-oxetan-2-ylmethyl)-1H-benzo[d]imidazole-6-carboxylate